(3,4-dichlorophenyl)-1-(6-methyl-2-oxo-1,2-dihydroquinoline-4-carbonyl)-N-((tetrahydrofuran-2-yl)methyl)piperazine-2-carboxamide ClC=1C=C(C=CC1Cl)C1(N(CCNC1)C(=O)C1=CC(NC2=CC=C(C=C12)C)=O)C(=O)NCC1OCCC1